CC=1OC2=C(C1)C(=CC=C2C(=O)N)C2CCN(CC2)C 2-methyl-4-(1-methylpiperidin-4-yl)-1-benzofuran-7-carboxamide